F[C@H]1CN(CC1)CCOCC1=CC=C(C=N1)C1=CC=2C3=C(N=NC2C=C1)N(C(N3C(C)C)=O)C (R)-8-(6-((2-(3-fluoropyrrolidin-1-yl)ethoxy)methyl)pyridin-3-yl)-1-isopropyl-3-methyl-1H-imidazo[4,5-c]cinnolin-2(3H)-one